ClCC(C[C@@]1(N(C[C@@H](C1)F)C(=O)OC(C)(C)C)C(=O)OC)=C 1-(tert-butyl) 2-methyl (2S,4R)-2-(2-(chloromethyl)allyl)-4-fluoropyrrolidine-1,2-dicarboxylate